N-(2-(2-(4,4-difluoropiperidin-1-yl)-6-methylpyridin-4-yl)-2-hydroxyethyl)-4-iodo-2-(6-azaspiro[2.5]oct-6-yl)benzamide FC1(CCN(CC1)C1=NC(=CC(=C1)C(CNC(C1=C(C=C(C=C1)I)N1CCC2(CC2)CC1)=O)O)C)F